NC1=NC=CC=C1C1=NC=2C(=NC(=CC2)C=2SC(=CN2)F)N1C=1C=C2CC[C@@H](C2=CC1)NC(C1=C(C(=C(C(=C1)C1OCCO1)OCC1=CC=CC=C1)F)F)=O N-[(1S)-5-[2-(2-aminopyridin-3-yl)-5-(5-fluoro-1,3-thiazol-2-yl)imidazo[4,5-b]pyridin-3-yl]-2,3-dihydro-1H-inden-1-yl]-4-(benzyloxy)-5-(1,3-dioxolan-2-yl)-2,3-difluorobenzamide